2-[(4-Methoxybenzyl){5-[4-(4-phenylbutoxy)phenyl]pentanoyl}amino]ethyl dihydrogen phosphate ammonium salt [NH4+].P(=O)(OCCN(C(CCCCC1=CC=C(C=C1)OCCCCC1=CC=CC=C1)=O)CC1=CC=C(C=C1)OC)(O)O